CC1(NC(CC(C1)NC(CC)=O)(C)C)C N-(2,2,6,6-tetramethylpiperidin-4-yl)propanamide